(Z)-2-(furan-2-ylmethylene)-4-hydroxy-6-methoxy-7-(1-methylpiperidin-4-yl)benzofuran-3(2H)-one O1C(=CC=C1)\C=C\1/OC2=C(C1=O)C(=CC(=C2C2CCN(CC2)C)OC)O